3-[5,7-difluoro-2-(4-fluorophenyl)-1H-indol-3-yl]cyclobutanecarboxylic acid FC=1C=C2C(=C(NC2=C(C1)F)C1=CC=C(C=C1)F)C1CC(C1)C(=O)O